C(=O)C1(CN(CCO1)C(=O)OC(C)(C)C)C tert-butyl 2-formyl-2-methylmorpholine-4-carboxylate